4,4'-(1,4-phenylenedioxy)dianiline C1(=CC=C(C=C1)OC1=CC=C(N)C=C1)OC1=CC=C(N)C=C1